CC1(OC1)C1=CC2=CC=C(C=C2C=C1)C1(OC1)C 2,6-bis(2-methyloxiran-2-yl)naphthalene